3-Ethoxy-2,5-diethylphenol C(C)OC=1C(=C(C=C(C1)CC)O)CC